2-(3-fluoro-5-((S)-1-hydroxypropan-2-yl)-2-methoxyphenyl)-2-((R)-3-(methyl(5-(5,6,7,8-tetrahydro-1,8-naphthyridin-2-yl)pentyl)amino)pyrrolidin-1-yl)acetic acid FC=1C(=C(C=C(C1)[C@@H](CO)C)C(C(=O)O)N1C[C@@H](CC1)N(CCCCCC1=NC=2NCCCC2C=C1)C)OC